C(C(=O)OC)(=O)ONC=O formamido methyl oxalate